1,7-diamino-n-heptane NCCCCCCCN